C(CCCCC)NN1NC(=CC(=N1)S)S 2-hexylamino-4,6-dimercapto-triazine